C(#N)CC=1C2=C(S(C1)(=O)=O)C(=CC=C2)N[C@@H]2[C@H](CN(CC2)C)F 3-(cyanomethyl)-7-(((3S,4S)-3-fluoro-1-methylpiperidin-4-yl)amino)-1,1-dioxidobenzo[b]thiophen